C(CCCCCCC(C)C)OCCOCCOCCOCCOCCOCCOCCO heptaethylene glycol monoisodecyl ether